{2-[(4'-{[2-(2-cyclopropylmorpholin-4-yl)-7-oxo-6-(propan-2-yl)-6,7-dihydro-5H-pyrrolo[3,4-d]pyrimidin-4-yl]amino}[1,1'-biphenyl]-4-yl)oxy]ethyl}carbamic acid tert-butyl ester C(C)(C)(C)OC(NCCOC1=CC=C(C=C1)C1=CC=C(C=C1)NC=1C2=C(N=C(N1)N1CC(OCC1)C1CC1)C(N(C2)C(C)C)=O)=O